triphenoxide phosphite P([O-])([O-])[O-].[O-]C1=CC=CC=C1.[O-]C1=CC=CC=C1.[O-]C1=CC=CC=C1